The molecule is a pentacyclic triterpenoid with formula C30H48O4, originally isolated from the roots of Tripterygium wilfordii. It has a role as a plant metabolite. It is a pentacyclic triterpenoid, a hydroxy monocarboxylic acid and a diol. It derives from a hydride of an ursane. C[C@H]1[C@@H](C[C@@H]([C@]2([C@@H]1C3=CC[C@@H]4[C@]5(CC[C@@H](C([C@@H]5CC[C@]4([C@@]3(CC2)C)C)(C)C)O)C)C)O)C(=O)O